ClC=1C(=CC(=C(C(=O)NS(=O)(=O)C2=CC=C(C=C2)O[C@H]2CNCC2)C1)F)OCC1CCCC1 (R)-5-chloro-4-(cyclopentylmethoxy)-2-fluoro-N-((4-(pyrrolidin-3-yloxy)-phenyl)sulfonyl)benzamide